(tris-chloroethyl) phosphate P(=O)(OCC(Cl)(Cl)Cl)([O-])[O-]